BrC1=CC(=C(C2=CC=CC=C12)I)OCOC 4-bromo-1-iodo-2-(methoxymethoxy)naphthalene